C(#N)C1=CC(=C(COC2=CC=CC(=N2)C2=CC(NC=C2)=O)C=C1)F 6-((4-cyano-2-fluorobenzyl)oxy)-2'-oxo-[2,4'-bipyridin]